CC1(CC(=CCC1)CCCC(C)C)C=O 1-methyl-3-(4-methylpentyl)-3-cyclohexene-carboxaldehyde